O=C1N(CCC12CCN(CC2)C(=O)OC(C)(C)C)C2=NC(=NC=C2)C(F)(F)F tert-butyl 1-oxo-2-(2-(trifluoromethyl)pyrimidin-4-yl)-2,8-diazaspiro[4.5]decane-8-carboxylate